2-(3,5-dichloro-4-((5-Isopropyl-6-oxo-1,6-dihydropyridazin-3-yl)oxy)phenyl)-(hydroxymethyl)-1,2,4-triazine ClC=1C=C(C=C(C1OC1=NNC(C(=C1)C(C)C)=O)Cl)N1NC=CN=C1CO